1-bromo-4-(methoxy)benzene BrC1=CC=C(C=C1)OC